5-(4'-Bromomethyl-1,1'-biphenyl-2-yl)-1-TRIPHENYLMETHYL-1H-tetrazole BrCC1=CC=C(C=C1)C1=C(C=CC=C1)C1=NN=NN1C(C1=CC=CC=C1)(C1=CC=CC=C1)C1=CC=CC=C1